2-nitro-4-propylthioaniline [N+](=O)([O-])C1=C(N)C=CC(=C1)SCCC